7-(4-(4-(benzo[d]thiazol-2-yl)phenoxy)butoxy)-2H-benzopyran-2-one S1C(=NC2=C1C=CC=C2)C2=CC=C(OCCCCOC1=CC3=C(C=CC(O3)=O)C=C1)C=C2